FC1(CCC(CC1)[C@@H](C=1N=C2N(N=CC(=C2)C=O)C1)NC(OC(C)(C)C)=O)F Tert-Butyl (S)-((4,4-difluorocyclohexyl)(7-formylimidazo[1,2-b]pyridazin-2-yl)methyl)carbamate